O.[Si](O)(O)(O)O orthosilicate hydrate